ClC1=CC=C(C(=N1)C(=O)N)N[C@H](C)C=1C=C(C=C2C(C(=C(OC12)C=1C=NN(C1)C)C)=O)C 6-Chloro-3-[[(1R)-1-[3,6-dimethyl-2-(1-methylpyrazol-4-yl)-4-oxo-chromen-8-yl]ethyl]amino]pyridine-2-carboxamide